4-amino-N-((6-chloro-5-cyano-2-pyridinyl)methyl)-N-((1R)-1-(2-pyrimidinyl)ethyl)-1,3-dihydrofuro[3,4-c]quinoline-8-carboxamide NC1=NC=2C=CC(=CC2C2=C1COC2)C(=O)N([C@H](C)C2=NC=CC=N2)CC2=NC(=C(C=C2)C#N)Cl